6-chloro-N-{3-[2-(4-chloro-3-fluorophenoxy)acetamido]bicyclo[1.1.1]pent-1-yl}-2-methyl-4-oxo-3,4-dihydro-2H-1-benzopyran-2-carboxamide ClC=1C=CC2=C(C(CC(O2)(C(=O)NC23CC(C2)(C3)NC(COC3=CC(=C(C=C3)Cl)F)=O)C)=O)C1